[C].C(=N)N formamidine carbon